4,4'-[1-[4-[1-(4-hydroxyphenyl)-1-methylethyl]phenyl]ethylidene]diphenol OC1=CC=C(C=C1)C(C)(C)C1=CC=C(C=C1)C(C)(C1=CC=C(C=C1)O)C1=CC=C(C=C1)O